5-[2-(5-hydroxypyridin-3-yl)ethynyl]pyridine OC=1C=C(C=NC1)C#CC=1C=CC=NC1